1-((3R,5S,8R,9S,10S,13S,14S,17S)-3-hydroxy-3-((methoxy-d3)methyl-d2)-10,13-dimethylhexadecahydro-1H-cyclopenta[a]phenanthren-17-yl-17-d)-2-(1H-imidazol-1-yl-2-d)ethan-1-one O[C@@]1(CC[C@@]2([C@H]3CC[C@@]4([C@@](CC[C@H]4[C@@H]3CC[C@H]2C1)([2H])C(CN1C(=NC=C1)[2H])=O)C)C)C([2H])([2H])OC([2H])([2H])[2H]